FC=1C(=C2C(=NC(=NN2C1)N[C@@H]1[C@@H](CN(CC1)C)F)OC)C=1C=CC2=C(N(N=N2)C[C@H](C)F)C1 6-fluoro-N-((3R,4S)-3-fluoro-1-methylpiperidin-4-yl)-5-(1-((S)-2-fluoropropyl)-1H-benzo[d][1,2,3]triazol-6-yl)-4-methoxypyrrolo[2,1-f][1,2,4]triazin-2-amine